O1CCC2=C1C=CC(=C2)C(C)N 1-(2,3-dihydro-1-benzofuran-5-yl)ethanamine